NCC1(CC(CC(C1)(C)C)NC(=NC1CCCCC1)NC1CCCCC1)C 1-(3-aminomethyl-3,5,5-trimethyl-cyclohexyl)-2,3-dicyclohexylguanidine